β-glycidoxyethyl-tributoxysilane C(C1CO1)OCC[Si](OCCCC)(OCCCC)OCCCC